9-isopropyl-9H-purine-2,6-diamine C(C)(C)N1C2=NC(=NC(=C2N=C1)N)N